3-fluoro-5-formyl-4-hydroxy-N-(5-(4-(N-methylsulfamoyl)phenyl)thiazol-2-yl)benzamide FC=1C=C(C(=O)NC=2SC(=CN2)C2=CC=C(C=C2)S(NC)(=O)=O)C=C(C1O)C=O